C(CCCC#C)NC([O-])=O hex-5-ynylcarbamate